BrC=1C=C(C=CC1)NC=1C2=C(N=CN1)N(C(=C2)C2=CC=CC=C2)C N-(3-bromophenyl)-7-methyl-6-phenyl-7H-pyrrolo[2,3-d]pyrimidin-4-amine